C(C)(C)(C)OC(=O)N1CCCC2=CC(=C(C=C12)OC)Br 6-Bromo-7-methoxy-3,4-dihydroquinoline-1(2H)-carboxylic acid tert-butyl ester